10H-spiro[acridine-9,4'-cyclopenta[2,1-b:3,4-b']dithiophene] S1C2=C(C=C1)C1(C3=C2SC=C3)C3=CC=CC=C3NC=3C=CC=CC31